BrCOC(C1=NC=CC=C1)=O (bromomethyl)picolinate